4,4'-dinitro-1H,1'H-2,2'-biimidazole [N+](=O)([O-])C=1N=C(NC1)C=1NC=C(N1)[N+](=O)[O-]